OC(C)(C)C1=CC=CC(=N1)N1N(C(C=2C1=NC(=NC2)S(=O)C)=O)CC=C 1-[6-(2-hydroxypropan-2-yl)pyridin-2-yl]-6-methanesulfinyl-2-(prop-2-en-1-yl)-1H,2H,3H-pyrazolo[3,4-d]pyrimidin-3-one